3-hydroxy-1-methyl-3-(3-(4-(1-tosyl-1H-pyrrolo[2,3-b]pyridin-3-yl)-1H-imidazol-1-yl)phenyl)pyrrolidin-2-one OC1(C(N(CC1)C)=O)C1=CC(=CC=C1)N1C=NC(=C1)C1=CN(C2=NC=CC=C21)S(=O)(=O)C2=CC=C(C)C=C2